di-n-propylchlorosilane C(CC)[SiH](Cl)CCC